1-(2-(3-Isopropyl-2-(8-methyl-[1,2,4]triazolo[1,5-a]pyridin-6-yl)-1H-indol-5-yl)morpholino)-2-(methylamino)ethanon C(C)(C)C1=C(NC2=CC=C(C=C12)C1OCCN(C1)C(CNC)=O)C=1C=C(C=2N(C1)N=CN2)C